tert-Butyl (R)-3-(4-((3-(2,3-difluoro-4-methoxyphenyl)imidazo[1,2-a]pyrazin-8-yl)amino)-2-methylbenzamido)pyrrolidine-1-carboxylate FC1=C(C=CC(=C1F)OC)C1=CN=C2N1C=CN=C2NC2=CC(=C(C(=O)N[C@H]1CN(CC1)C(=O)OC(C)(C)C)C=C2)C